C(C1=CC=CC=C1)[C@@]1(C(C2=C(N(C3=CC=CC=C23)S(=O)(=O)C)CN1C)=O)C#N (S)-3-Benzyl-2-methyl-9-(methylsulfonyl)-4-oxo-2,3,4,9-tetrahydro-1H-pyrido[3,4-b]indole-3-carbonitril